OC1=C(C=C(C=C1C(C)(C)C)C(C)(C)C)N1N=C2C(=N1)C=CC(=C2)C(C)CC 2-(2'-hydroxy-3',5'-di-tert-butylphenyl)-5-sec-butylbenzotriazole